COCCOC1=C(C(=O)OC)C=C(C=C1)NC=1N=CC2=C(N1)CNCC2 methyl 2-(2-methoxyethoxy)-5-({5H,6H,7H,8H-pyrido[3,4-d]pyrimidin-2-yl}amino)benzoate